(2-methoxyethyl)-1H-imidazole-2-carboxylic acid ethyl ester C(C)OC(=O)C=1N(C=CN1)CCOC